(s)-α-(2-chlorophenyl)-6,7-dihydrothieno[3,2-c]pyridine-5(4H)acetic acid methyl ester hydrogensulfate S(=O)(=O)(O)O.COC([C@@H](N1CC2=C(CC1)SC=C2)C2=C(C=CC=C2)Cl)=O